BrC=1C=CC=C2C=C(N(C12)CC1CC1)C1=NC2=C(N1C)C(=CC(=C2)C(=O)N2[C@@H]1CC[C@H](C2)[C@H]1NC(OC(C)(C)C)=O)OC tert-Butyl ((1R,4R,7R)-2-(2-(7-bromo-1-(cyclopropylmethyl)-1H-indol-2-yl)-7-methoxy-1-methyl-1H-benzo[d]imidazole-5-carbonyl)-2-azabicyclo[2.2.1]heptan-7-yl)carbamate